CC1=CC=C(C=C1)S(=O)(=O)OCCCOC1=CC=C(C=C1)C1CCN(CC1)C1=CC(=C(C=C1)C#N)C(F)(F)F 3-[4-[1-[4-cyano-3-(trifluoromethyl)phenyl]-4-piperidyl]phenoxy]propyl 4-methylbenzenesulfonate